C(C)C1=C(C=CC(=C1)C)S(=O)(=O)OC1CCC(CC1)NC(=O)N(C)C ((1R,4R)-4-(3,3-dimethylureido) cyclohexyl) ethyl-4-methylbenzenesulfonate